NN1C(=NC(=C1C(=O)N)C1=CC=C(C=C1)C(NC1=NC=C(C=C1)C)=O)[C@H]1N(CCC1)C(\C=C\C)=O (S,E)-1-Amino-2-(1-(but-2-enoyl)pyrrolidin-2-yl)-4-(4-((5-methylpyridin-2-yl)carbamoyl)phenyl)-1H-imidazol-5-carboxamid